2-[1-(methoxymethyl)vinyl]-4,4,5,5-tetramethyl-1,3,2-dioxaborolane COCC(=C)B1OC(C(O1)(C)C)(C)C